C(C1=CC=CC=C1)(=O)O[C@H]1C(OC[C@@H]1OC(C1=CC=CC=C1)(C1=CC=C(C=C1)OC)C1=CC=C(C=C1)OC)N1C(N(C(C=C1)=O)C(C1=CC=CC=C1)=O)=O [(3R,4S)-2-(3-benzoyl-2,4-dioxo-pyrimidin-1-yl)-4-[bis(4-methoxyphenyl)-phenyl-methoxy]tetrahydrofuran-3-yl] benzoate